C(C)(=O)C1=CC(=C2C=C(C=CN12)OC)C(=O)NC1=C(C(=CC(=C1)C(N)=O)C=1C=NN(C1)C)F 3-acetyl-N-(5-carbamoyl-2-fluoro-3-(1-methyl-1H-pyrazol-4-yl)phenyl)-7-methoxyindolizine-1-carboxamide